C1(=CC=CC=C1)C1=CC=C(C[C@H](N)C(=O)O)C=C1 4-phenyl-L-phenylalanine